ClCCC[C@@]1(NC[C@H](C1)OC1=CC(=CC=C1)I)C(=O)OC methyl (2S,4S)-2-(3-chloropropyl)-4-(3-iodophenoxy)pyrrolidine-2-carboxylate